CN1C=NC(=C1)C=1C=C(C=CC1NC1=NC=CC(=C1)C(F)(F)F)NC(C=C)=O N-(3-(1-methyl-1H-imidazol-4-yl)-4-((4-(trifluoromethyl)pyridin-2-yl)amino)phenyl)acrylamide